dihydrobenzo[b]thiophene S1C2=C(CC1)C=CC=C2